C(C)(C)(C)OC(C(CC(=O)O)P(=O)(OCC)OCC)=O 4-(tert-butoxy)-3-(diethoxyphosphoryl)-4-oxobutanoic acid